[N-]=C=O.[N-]=C=O.C(C1=CC=CC=C1)#N benzonitrile diisocyanate